2-[4-[3-Methyl-4-[3-(trifluoromethoxy)phenyl]benzoyl]piperazin-1-yl]-3H-quinazolin-4-one CC=1C=C(C(=O)N2CCN(CC2)C2=NC3=CC=CC=C3C(N2)=O)C=CC1C1=CC(=CC=C1)OC(F)(F)F